FC(N1N=C(C=C1)C1=NC(=NC=C1C(F)(F)F)N[C@@H]1CC[C@H](CC1)N(C(=O)NCCC)C1=NC=C(N=C1)C=1C=NN(C1)C)F 1-(trans-4-((4-(1-(difluoromethyl)-1H-pyrazol-3-yl)-5-(trifluoromethyl)-pyrimidin-2-yl)amino)-cyclohexyl)-1-(5-(1-methyl-1H-pyrazol-4-yl)pyrazin-2-yl)-3-propylurea